CC1=CC=C(C=C1)S(=O)(=O)O.ClC1=CC=C(C2=C1C=CO2)CCOC=2C(=NC=CC2)C=2CCNCC2 (2-(4-chlorobenzofuran-7-yl)ethoxy)-1',2',3',6'-tetrahydro-2,4'-Bipyridine 4-methylbenzenesulfonate